C1(CCCCC1)/C=C/C1=NN(C2=NC=CC=C21)C2CN(C2)C(C=C)=O (E)-1-(3-(3-(2-cyclohexylvinyl)-1H-pyrazolo[3,4-b]pyridin-1-yl)azetidin-1-yl)propan-2-en-1-one